(trideuteriomethyl)quinazolin-2-one [2H]C([2H])([2H])C1=NC(NC2=CC=CC=C12)=O